ClC1=CC=C(C=C1)C(CC(=O)O)=O 3-(4-chlorophenyl)-3-oxopropanoic acid